FC1=C(OC2=CC=NC3=CC(=C(C=C23)OCC)OCC(=O)[O-])C=CC(=C1)NC(=O)C1(CC1)C(NC1=CC=C(C=C1)F)=O.[Ca+2].FC1=C(OC2=CC=NC3=CC(=C(C=C23)OCC)OCC(=O)[O-])C=CC(=C1)NC(=O)C1(CC1)C(NC1=CC=C(C=C1)F)=O calcium 2-[[4-[2-fluoro-4-[[1-[(4-fluorophenyl)carbamoyl]cyclopropanecarbonyl] amino] phenoxy]-6-ethoxy-7-quinolyl]oxy]acetate